COC(C(C(C)O)NC1=NC2=C(C(=NC1C)C1=NC=CC=C1F)C(=C(C=C2)C(F)(F)F)Cl)=O 2-[[6-chloro-5-(3-fluoro-2-pyridinyl)-3-methyl-7-(trifluoromethyl)-3H-1,4-benzodiazepine-2-Yl]amino]-3-hydroxy-butanoic acid methyl ester